C1(CC1)OC=1C=C(C=CC1)N1C(C(C2=CC(=CC=C12)C(=O)NC1(CS(C1)(=O)=O)C)(C)C)=O 1-[3-(cyclopropoxy)phenyl]-3,3-dimethyl-N-(3-methyl-1,1-dioxo-thietan-3-yl)-2-oxo-indoline-5-carboxamide